OC[C@H]1N(CCC1)CCCOCCC(=O)OC(C)(C)C tert-butyl 3-[3-[(2S)-2-(hydroxymethyl)pyrrolidin-1-yl]propoxy]propanoate